C(CCCCCC(C)C)N=C=O isononyl isocyanate